(1S)-2-[1-(4-Chlorophenyl)cyclopropanecarbonyl]-N-[(1S)-1-(2-amino-2-oxo-ethyl)prop-2-ynyl]isoindoline-1-carboxamide ClC1=CC=C(C=C1)C1(CC1)C(=O)N1[C@@H](C2=CC=CC=C2C1)C(=O)N[C@H](C#C)CC(=O)N